C(N)(=N)C=1C=C(SC1)CNC(=O)[C@@H]1N(CCC1)C(CNC(=O)C1=CC=C(C=C1)OC1=CC=CC=C1)=O (2R)-N-[(4-Carbamimidoylthiophen-2-yl)methyl]-1-{2-[(4-phenoxyphenyl)-formamido]acetyl}pyrrolidine-2-carboxamide